4-hydroxy-1-naphthalenesulfonate sodium salt [Na+].OC1=CC=C(C2=CC=CC=C12)S(=O)(=O)[O-]